ClC(C(=O)NC1=C(C=CC=C1C)C)Cl dichloro-N-(2,6-dimethylphenyl)acetamide